(2,4-Dimethyl-thiazol-5-yl-methoxy)-acetaldehyde oxime CC=1SC(=C(N1)C)COCC=NO